methyl 5-methyl-6-(1-methylbenzimidazol-4-yl)-3-[4-(4-methylmorpholin-2-yl)anilino]pyrazine-2-carboxylate CC=1N=C(C(=NC1C1=CC=CC=2N(C=NC21)C)C(=O)OC)NC2=CC=C(C=C2)C2CN(CCO2)C